CN(CC(C)(N)C)C N,N,2-trimethylpropane-1,2-diamine